3-(5-bromo-2-isopropoxyphenyl)-2-methylquinazolin-4(3H)-one BrC=1C=CC(=C(C1)N1C(=NC2=CC=CC=C2C1=O)C)OC(C)C